NC=1N=C2C(OC1)=NC(=C2)B2OC(C)(C)C(C)(C)O2 2-amino-4H-pyrrolo[2,3-b][1,4]oxazine-6-boronic acid pinacol ester